N1C=CC2=CC(=CC=C12)C1=C2C(=NNC2=CC=C1)N 4-(1H-indol-5-yl)-1H-indazol-3-amine